ethoxybis(2-ethoxyphenyl)phosphine C(C)OP(C1=C(C=CC=C1)OCC)C1=C(C=CC=C1)OCC